C1(=CC=CC=C1)C(CCC=C)(O)C=1SC=CN1 1-phenyl-1-(thiazol-2-yl)pent-4-en-1-ol